2-(4-((2S,5R)-2,5-diethyl-4-(1-(3-fluoro-2-methylpyrazolo[1,5-a]pyrimidin-5-yl)ethyl)piperazin-1-yl)-1-methyl-2-oxo-1,2-dihydropyrazolo[1,5-a][1,3,5]triazin-7-yl)acetonitrile C(C)[C@@H]1N(C[C@H](N(C1)C(C)C1=NC=2N(C=C1)N=C(C2F)C)CC)C2=NC(N(C=1N2N=C(C1)CC#N)C)=O